C(C1=CC=CC=C1)C=1C(=NC=C(N1)C1=CC=C(C=C1)OCC1=CC=CC=C1)NC(C(=O)O)CC=1OC(=C(C1)C)C 2-((3-benzyl-5-(4-(benzyloxy)phenyl)pyrazin-2-yl)amino)-3-(4,5-dimethyl-furan-2-yl)propanoic acid